N1C[C@@H](CC1)CCNC(O[C@H]1[C@H](NC[C@@H]1O)CC1=CC=C(C=C1)C(F)F)=O (2R,3S,4S)-2-(4-(difluoromethyl)benzyl)-4-hydroxypyrrolidin-3-yl (2-((S)-pyrrolidin-3-yl)ethyl)carbamate